O1CC(C1)OC1=NC(=NC=C1C(F)(F)F)N[C@H]1C[C@H](CCC1)C1=NN=C2N1CCC(C2)C(=O)OCC ethyl 3-[(1S,3R)-3-[[4-(oxetan-3-yloxy)-5-(trifluoromethyl) pyrimidin-2-yl] amino] cyclohexyl]-5,6,7,8-tetrahydro-[1,2,4]triazolo[4,3-a]pyridine-7-carboxylate